ClC=1C=C(C=CC1F)[C@H](NC(=O)N1C[C@H](NC(C1)=O)C)C1=NC(=CC=C1)C(F)(F)F |o1:8| (3R)-N-((S or R)-(3-chloro-4-fluoro-phenyl)(6-(trifluoro-methyl)pyridin-2-yl)methyl)-3-methyl-5-oxopiperazine-1-carboxamide